5-bromo-2-(4-methylthiophen-2-yl)-3-nitropyridine BrC=1C=C(C(=NC1)C=1SC=C(C1)C)[N+](=O)[O-]